ClC=1C=C(C=CC1F)NC(N(CC1=CNC(C2=CC=CC=C12)=O)C)=O (S)-3-(3-chloro-4-fluorophenyl)-1-methyl-1-((1-oxo-1,2-dihydroisoquinolin-4-yl)methyl)urea